C(C)(C)C1=CC(=NO1)CNC(=O)C1=C(C2=C(CCC3=CN(N=C23)CC2=NC=CC=C2)O1)C N-[(5-isopropyl-1,2-oxazol-3-yl)methyl]-8-methyl-2-(pyridin-2-ylmethyl)-4,5-dihydro-2H-furo[2,3-g]indazole-7-carboxamide